perfluoro-nonenoxybenzenesulfonic acid sodium [Na].FC=1C(=C(C(=C(C1F)F)F)S(=O)(=O)O)OC(=C(C(C(C(C(C(C(C(F)(F)F)(F)F)(F)F)(F)F)(F)F)(F)F)(F)F)F)F